ClC=1C=C(C=C(C1)NS(=O)(=O)C)NC(=O)C=1SC=C(C1)C1=C(C=CC=C1)O N-(3-chloro-5-(methylsulfonamido)phenyl)-4-(2-hydroxyphenyl)thiophene-2-carboxamide